NC[C@H](CC1=CC(=C(C(=O)NC)C=C1)F)N1CCCC1 4-[(2S)-3-amino-2-(pyrrolidin-1-yl)propyl]-2-fluoro-N-methylbenzamide